CC1(CNC=2N=CN=CC21)C 5,5-dimethyl-6,7-dihydro-5H-pyrrolo[2,3-d]pyrimidine